ClC=1C(=C(C=CC1)NC1=NC=NC2=CC=C(C=C12)[C@H]1CN(CC1)C(=O)OC(C)(C)C)F tert-Butyl (S)-3-(4-((3-chloro-2-fluorophenyl)amino)quinazolin-6-yl)pyrrolidine-1-carboxylate